ClC1=C2CN3C(=NC2=CC=C1Cl)NC(C3)=O 6,7-dichloro-1,2,3,5-tetrahydroimidazo[2,1-b]quinazolin-2-one